(+/-)-trans-3-((2-(2-chloro-5H-pyrrolo[2,3-b]pyrazin-7-yl)-6-(diphenylamino)pyrimidin-4-yl)amino)bicyclo[2.2.2]octane-2-carboxylic acid ClC=1N=C2C(=NC1)NC=C2C2=NC(=CC(=N2)NC2C(C1CCC2CC1)C(=O)O)N(C1=CC=CC=C1)C1=CC=CC=C1